6-bromo-N-(5-(1-(2-fluoroacryloyl)-5-(trifluoromethyl)piperidine-3-carboxamido)pyridin-2-yl)picolinamide BrC1=CC=CC(=N1)C(=O)NC1=NC=C(C=C1)NC(=O)C1CN(CC(C1)C(F)(F)F)C(C(=C)F)=O